4'-nitro-[1,1'-biphenyl]-4-yl 2,4-dimethoxybenzoate COC1=C(C(=O)OC2=CC=C(C=C2)C2=CC=C(C=C2)[N+](=O)[O-])C=CC(=C1)OC